CC(C(=O)OCCN1C2(C(C3=CC=CC=C13)(C)C)OC1=CC=C(C=C1C=C2)[N+](=O)[O-])=C 2-(3',3'-dimethyl-6-nitro-spiro[chromene-2,2'-indoline]-1'-yl)ethyl 2-methylprop-2-enoate